N1(C=NC=C1)C(O[C@@H]1[C@H](O[C@H]([C@@H]1O[Si](C)(C)C(C)(C)C)N1C2=NC(=NC(=C2N=C1)N)Cl)COC(C1=CC=CC=C1)(C1=CC=CC=C1)C1=CC=C(C=C1)OC)=S O-((2R,3R,4R,5R)-5-(6-amino-2-chloro-9H-purin-9-yl)-4-((tert-butyldimethylsilyl)oxy)-2-(((4-methoxyphenyl)-diphenylmethoxy)methyl) tetrahydrofuran-3-yl) 1H-imidazole-1-carbothioate